tert-Butyl 3-((7-bromo-1H-imidazo[4,5-c]quinolin-2-yl)methyl)pyrrolidine-1-carboxylate BrC=1C=CC=2C3=C(C=NC2C1)N=C(N3)CC3CN(CC3)C(=O)OC(C)(C)C